ClC=1C(=NC=CC1S)NCCO 2-((3-chloro-4-mercaptopyridin-2-yl)amino)ethan-1-ol